CC=1OC2=C(C1C1(CC1)N)C=C(C=C2)OCC2=C(N=CS2)C 1-{2-methyl-5-[(4-methyl-1,3-thiazol-5-yl)methoxy]-1-benzofuran-3-yl}cyclopropan-1-amine